CC1(CCC(CC1)C)C(=O)OC Methyl (1s,4s)-1,4-dimethylcyclohexane-1-carboxylate